ClC1=C(C(=C(C=C1)C1=CN=C2N1C=CN=C2NC2=CC(=C(C(=O)OC)C=C2)CC)F)F Methyl 4-((3-(4-chloro-2,3-difluorophenyl)imidazo[1,2-a]pyrazin-8-yl)amino)-2-ethylbenzoate